4-(3-Furanyl)-1,4-dihydro-2,6-dimethyl-5-nitro-3-pyridinecarboxylic acid, {2-[4-(2-pyrimidinyl)-1-piperazinyl]ethyl} ester O1C=C(C=C1)C1C(=C(NC(=C1[N+](=O)[O-])C)C)C(=O)OCCN1CCN(CC1)C1=NC=CC=N1